N=1N(N=CC1)C=1C=CC(=NC1)O[C@H]1C[C@H](N(C1)C1=NC=C(CN[C@@H](CC(=O)OC)C2=CC=C(C=C2)S(=O)(=O)CC)C=C1)COC(F)F methyl (S)-3-(6-((2S,4S)-4-((5-(2H-1,2,3-triazol-2-yl)pyridine-2-yl) oxy)-2-((difluoromethoxy)methyl)pyrrolidin-1-yl)nicotinylamino)-3-(4-(ethylsulfonyl)phenyl)propionate